The molecule is a non-proteinogenic amino acid derivative that is methyl alaninate substituted by a tert-butoxycarbonyl group the primary amino group and by a 2-(2,6-dichlorophenyl)-6-quinolyl group at position 3. It is a member of quinolines, a dichlorobenzene, a methyl ester, a carbamate ester and a non-proteinogenic amino acid derivative. It contains a tert-butoxycarbonyl group. CC(C)(C)OC(=O)NC(CC1=CC2=C(C=C1)N=C(C=C2)C3=C(C=CC=C3Cl)Cl)C(=O)OC